C1NCC12CCS(CC2)(=O)=O 7-thia-2-azaspiro[3.5]nonane 7,7-dioxide